N-octadecenyl-2-phenyl-3,5,7-tribenzyloxy-quinolin-4-one C(=CCCCCCCCCCCCCCCCC)N1C(=C(C(C2=C(C=C(C=C12)OCC1=CC=CC=C1)OCC1=CC=CC=C1)=O)OCC1=CC=CC=C1)C1=CC=CC=C1